(S)-2-((tert-butoxy-carbonyl)amino)-3-(5-cyanopyridin-2-yl)propanoate C(C)(C)(C)OC(=O)N[C@H](C(=O)[O-])CC1=NC=C(C=C1)C#N